C(C)NC=1N=CC2=C(N1)NC=C2C=2C=C1C(=NC2)N=C(N1C(C)C)C N-ethyl-5-(1-isopropyl-2-methyl-1H-imidazo[4,5-b]pyridin-6-yl)-7H-pyrrolo[2,3-d]pyrimidin-2-amine